P(=O)(OCC)(OCC(COC(CCCCCCCCCCCCCCCCC)=O)OC(CCCCCCCCCCCCCCCCC)=O)[O-] ethyl (2,3-bis(stearoyloxy) propyl) phosphate